1-(5-((2R,4S)-2-(2,5-difluorophenyl)-4-hydroxypyrrolidin-1-yl)-2-fluoropyrazolo[1,5-a]pyrimidin-3-yl)-3-((1R,2R)-2-hydroxycyclopropyl)thiourea FC1=C(C=C(C=C1)F)[C@@H]1N(C[C@H](C1)O)C1=NC=2N(C=C1)N=C(C2NC(=S)N[C@H]2[C@@H](C2)O)F